1-(3-triethoxysilylpropyl)urea C(C)O[Si](CCCNC(=O)N)(OCC)OCC